tri(2-hydroxyethyl)phosphine OCCP(CCO)CCO